O=C1N(CCC(N1)=O)C=1C=C(CN2C[C@@H](CCC2)C2=CC=C(C=C2)N2N=C3C(=CC=CC3=C2)C(=O)N)C=CC1 (S)-2-(4-(1-(3-(2,4-dioxotetrahydropyrimidin-1(2H)-yl)benzyl)piperidin-3-yl)phenyl)-2H-indazole-7-carboxamide